(Z)-3-fluoro-4-(pyridin-3-ylsulfonyl)but-2-en-1-amine F\C(=C/CN)\CS(=O)(=O)C=1C=NC=CC1